The molecule is a steroid sulfate oxoanion obtained by deprotonation of the carboxylic acid and sulfate functions of lithocholic acid sulfate; major species at pH 7.3. It is a conjugate base of a lithocholic acid sulfate. C[C@H](CCC(=O)[O-])[C@H]1CC[C@@H]2[C@@]1(CC[C@H]3[C@H]2CC[C@H]4[C@@]3(CC[C@H](C4)OS(=O)(=O)[O-])C)C